2-(1H-benzo[d]imidazol-5-yl)-4,7-difluoro-3-(4-propoxyphenyl)isoindolin-1-one N1C=NC2=C1C=CC(=C2)N2C(C1=C(C=CC(=C1C2C2=CC=C(C=C2)OCCC)F)F)=O